ClC1=C(C=CC=C1)N1CCN(CC1)C=1C(=NC2=CC(=CC(=C2N1)[C@@H](C)NC1=C(C(=O)O)C=CC=C1)C)C#N (R)-2-((1-(3-(4-(2-chlorophenyl)piperazin-1-yl)-2-cyano-7-methylquinoxalin-5-yl)ethyl)amino)benzoic acid